6-chloro-3-fluoro-5-methoxymethylpyridinealdehyde ClC1=C(C=C(C(=N1)C=O)F)COC